tert-Butyl 3-oxo-1-piperazinecarboxylate O=C1CN(CCN1)C(=O)OC(C)(C)C